ClC=1N=CC=C2C1OCC2 7-chloro-2H,3H-furo[2,3-c]pyridine